C(=O)(O)COC1=CC=C(C=C1)C(/C=C/C1=CC=C(C=C1)CC(C(C(=O)O)C)=O)=O 4-[4-[(E)-3-[4-(Carboxymethoxy)phenyl]-3-oxoprop-1-enyl]phenyl]-2-methyl-3-oxobutanoic acid